FC=1C=C2N(CC(N(C2=CC1F)C)C1=CC=CC=C1)C 6,7-difluoro-1,4-dimethyl-2-phenyl-1,2,3,4-tetrahydroquinoxaline